(7-(1-(tert-Butyl)-1H-imidazol-4-yl)-2-azaspiro[3.5]nonan-2-yl)((1s,3s)-3-hydroxy-3-methylcyclobutyl)methanone C(C)(C)(C)N1C=NC(=C1)C1CCC2(CN(C2)C(=O)C2CC(C2)(C)O)CC1